diethyl (((5'-methyl-4-(2-methyloctan-2-yl)-2'-(prop-1-en-2-yl)-[1,1'-biphenyl]-2,6-diyl)bis(oxy))bis(methylene)) bis(carbonate) C(OCC)(OCOC1=CC(=CC(=C1C1=C(C=CC(=C1)C)C(=C)C)OCOC(OCC)=O)C(C)(CCCCCC)C)=O